[3,3'-bipyridine]-2-amine N1=C(C(=CC=C1)C=1C=NC=CC1)N